O[C@H](CC1=CC2=C(N=C(N=C2)NC2=CC=C(C=N2)N2C(CNCC2)=O)C(=N1)N1CCCCC1)C 1-[6-[[6-[(2S)-2-hydroxypropyl]-8-piperidin-1-ylpyrido[3,4-d]pyrimidin-2-yl]amino]pyridin-3-yl]piperazin-2-one